8-(1-Hydroxyethyl)-3,6-dimethyl-2-(6-(1-methyl-1H-pyrazol-4-yl)pyridin-3-yl)quinazolin-4(3H)-one OC(C)C=1C=C(C=C2C(N(C(=NC12)C=1C=NC(=CC1)C=1C=NN(C1)C)C)=O)C